P(O)(=O)(OP(=O)(O)OP(=O)(O)O)OC[C@@H]1[C@H]([C@H]([C@@H](O1)N1C=NC=2C(=O)NC(N)=NC12)O)OC 3'-O-methylguanosine-5'-triphosphate